3-(5-bromo-4-methyl-1H-benzo[d][1,2,3]triazol-1-yl)propyl methanesulfonate CS(=O)(=O)OCCCN1N=NC2=C1C=CC(=C2C)Br